CC1=NOC(=C1C1=CC=C(C=C1)[C@@H](C)[N+]1=NOC(=C1)[N-]C(NC1=CC(=NC=C1)C(F)(F)F)=O)C (R)-(3-(1-(4-(3,5-dimethylisoxazol-4-yl)phenyl)ethyl)-1,2,3-oxadiazol-3-ium-5-yl)((2-(trifluoromethyl)pyridin-4-yl)carbamoyl)amide